ClC=1C(=C2C=NNC2=C(C1F)OC1CC1)C=1C=CC=2N(C1)C=C(N2)NC(=O)C2C(C2)F N-(6-(5-chloro-7-cyclopropoxy-6-fluoro-1H-indazol-4-yl)imidazo[1,2-a]pyridin-2-yl)-2-fluorocyclopropane-1-carboxamide